N-(3-(4-bromo-3-nitro-1H-pyrazol-1-yl)-5-(2-(dimethylamino)ethoxy)phenyl)acrylamide diethyl-7-methoxy-2,2,13,13-tetramethyltetradecanedioate C(C)OC(C(CCCCC(CCCCCC(C(=O)OCC)(C)C)OC)(C)C)=O.BrC=1C(=NN(C1)C=1C=C(C=C(C1)OCCN(C)C)NC(C=C)=O)[N+](=O)[O-]